C(C1CCC(CC1)N=C=O)C1CCC(CC1)N=C=O 1,1'-methylene-bis-(4-isocyanatocyclohexane)